BrC1=CC=C2C(OC(C2=C1)=O)CC1=C(C=C(C=C1)C(F)(F)F)CC 6-bromo-3-(2-ethyl-4-(trifluoromethyl)benzyl)isobenzofuran-1(3H)-one